COCOC1=CSC=C1C1=CC=CC=C1 3-(methoxymethoxy)-4-phenylthiophene